BrC=1C=C(CC=2N(C=CN2)C)C=CC1 2-(3-bromobenzyl)-1-methyl-1H-imidazole